(S)-4-((dimethylamino)methyl)-N'-((1,2,3,5,6,7-hexahydro-dicyclopenta[b,e]pyridin-8-yl)carbamoyl)-N-methylbenzene-sulfonimidamide CN(C)CC1=CC=C(C=C1)[S@@](=O)(NC)=NC(NC1=C2C(=NC3=C1CCC3)CCC2)=O